Cl.CN(S(=O)(=O)C1=CC=CC=C1)C N,N-dimethylbenzenesulfonamide hydrochloride